(3S)-N-[(2S)-4-(benzyloxy)-3-oxo-1-[(3S)-2-oxopyrrolidin-3-yl]butan-2-yl]-2-[2-(4-chlorophenyl)-2-cyclopentyl-2-hydroxyacetyl]-2-azabicyclo[2.2.2]octane-3-carboxamide C(C1=CC=CC=C1)OCC([C@H](C[C@H]1C(NCC1)=O)NC(=O)[C@H]1N(C2CCC1CC2)C(C(O)(C2CCCC2)C2=CC=C(C=C2)Cl)=O)=O